C(CCC)NC(CCCCCCCCCCCCCC(=O)N)=O 15-(butylamino)-15-oxopentadecanamide